tert-butyl-dimethyl-[[1-methyl-3-(4,4,5,5-tetramethyl-1,3,2-dioxaborolan-2-yl)-8-oxabicyclo[3.2.1]octa-2,6-dien-5-yl]methoxy]silane C(C)(C)(C)[Si](OCC12CC(=CC(C=C1)(O2)C)B2OC(C(O2)(C)C)(C)C)(C)C